N-[2-chloro-6-(4-isopropylpiperazin-1-yl)phenyl]-3-methyl-3-[4-(trifluoromethyl)phenoxy]pyrrolidine-1-carboxamide ClC1=C(C(=CC=C1)N1CCN(CC1)C(C)C)NC(=O)N1CC(CC1)(OC1=CC=C(C=C1)C(F)(F)F)C